(E)-10-(hydroxymethyl)octadec-8-enoic acid OCC(/C=C/CCCCCCC(=O)O)CCCCCCCC